N-[2-[6-(5-cyclopropyl-4H-1,2,4-triazol-3-yl)-2-azaspiro[3.3]heptane-2-carbonyl]-2-azaspiro[3.3]heptan-6-yl]-3-(trifluoromethyl)benzenesulfonamide C1(CC1)C=1NC(=NN1)C1CC2(CN(C2)C(=O)N2CC3(C2)CC(C3)NS(=O)(=O)C3=CC(=CC=C3)C(F)(F)F)C1